BrC1=CC(=CC=C1)CSC#N 1-bromo-3-(thiocyanomethyl)benzene